ClC=1C=CC(=NC1)C1NC(C(=C(C1C)O)C(=O)OCC)=O ethyl 2-(5-chloro-2-pyridyl)-4-hydroxy-3-methyl-6-oxo-2,3-dihydro-1H-pyridine-5-carboxylate